9-(3-hydroxyadamantan-1-yl)-7-methyl-2-((6-methyl-2,3-dihydrobenzofuran-5-yl)amino)-7,9-dihydro-8H-purin-8-one OC12CC3(CC(CC(C1)C3)C2)N2C3=NC(=NC=C3N(C2=O)C)NC=2C(=CC3=C(CCO3)C2)C